ClC=1C=C(C=CC1F)C1=NN=C(N1C=1C=CC=2N(C1)C(=CN2)C(=O)N)CC 6-(3-(3-chloro-4-fluorophenyl)-5-ethyl-4H-1,2,4-triazol-4-yl)imidazo[1,2-a]pyridine-3-carboxamide